NCC(COCC(CCCC)CC)O 1-amino-3-((2-ethylhexyl)oxy)-propan-2-ol